2-((6-chloro-2,3-dihydrobenzofuran-5-yl)amino)-9-(2-isopropyl-4-methylpyridin-3-yl)-7-methyl-7,9-dihydro-8H-purin-8-one ClC1=CC2=C(CCO2)C=C1NC1=NC=C2N(C(N(C2=N1)C=1C(=NC=CC1C)C(C)C)=O)C